[Cu].[Au].[Sn] tin gold copper